9-methyl-6-heptadecene CC(CC=CCCCCC)CCCCCCCC